ClC1=CC=C2NC(C(N(C2=C1)C=1C(=NC=CC1)C)=O)=O 7-Chloro-1-(2-methylpyridin-3-yl)-1,4-dihydroquinoxaline-2,3-dione